1-(4-bromo-3-{[(4-methoxyphenyl)methyl]oxy}-5-methylthiophene-2-yl)-3-(hexahydropyridine-1-yl)propane-1,3-dione BrC=1C(=C(SC1C)C(CC(=O)N1CCCCC1)=O)OCC1=CC=C(C=C1)OC